(S)-5-(3-(adamantan-1-yl)methyl-1,2,4-oxadiazol-5-yl)-5-aminopentylcarbamic acid tert-butyl ester C(C)(C)(C)OC(NCCCC[C@H](N)C1=NC(=NO1)CC12CC3CC(CC(C1)C3)C2)=O